BrC=1C=C2C(=NC=NN2C1)C1=CC(=C(CNC(OC(C)(C)C)=O)C=C1)C tert-butyl (4-(6-bromopyrrolo[2,1-f][1,2,4]triazin-4-yl)-2-methylbenzyl)carbamate